3-(isobutyramidomethyl)-N-(4-(trifluoromethyl)phenyl)pyrrolidine-1-carboxamide C(C(C)C)(=O)NCC1CN(CC1)C(=O)NC1=CC=C(C=C1)C(F)(F)F